(R)-1-(1-propenylpiperidin-3-yl)-4-amino-N-(5-(thiophen-2-yl)benzo[d]oxazol-2-yl)-1H-pyrazolo[3,4-d]pyrimidine-3-carboxamide C(=CC)N1C[C@@H](CCC1)N1N=C(C=2C1=NC=NC2N)C(=O)NC=2OC1=C(N2)C=C(C=C1)C=1SC=CC1